2-(benzyloxy)-3-(3-(trifluoromethyl)-1H-pyrazol-5-yl)pyridine C(C1=CC=CC=C1)OC1=NC=CC=C1C1=CC(=NN1)C(F)(F)F